[2H]N([2H])CCC1=CC(=C(C=C1)O)O dopamine-d2